FC(OC=1C=C(OC2CCC3(CN(C3)C=O)CC2)C=CC1)(F)F (7-(3-(trifluoromethoxy)phenoxy)-2-azaspiro[3.5]nonan-2-yl)methanone